FC(OC1=CC=C(OCC(=O)N2CC=3CN(CC3C2)C(=O)C2=CC=C(C=N2)S(=O)(=O)N)C=C1)(F)F 6-[2-[2-[4-(trifluoromethoxy)phenoxy]acetyl]-1,3,4,6-tetrahydropyrrolo[3,4-c]pyrrole-5-carbonyl]pyridine-3-sulfonamide